tetradecene-3,5,7,12-tetraene C=CC=CC=CC=CCCCC=CC